4-cyano-2-cyclopropyl-phenyl-boronic acid C(#N)C1=CC(=C(C=C1)B(O)O)C1CC1